5-amino-8-(2,6-dimethyl-4-pyridinyl)-2-(1,3,4-oxadiazol-2-ylmethyl)-7-phenyl-[1,2,4]triazolo[4,3-c]pyrimidin-3-one NC1=NC(=C(C=2N1C(N(N2)CC=2OC=NN2)=O)C2=CC(=NC(=C2)C)C)C2=CC=CC=C2